C1(CC1)CN1C(=C(C2=CC(=CC(=C12)C1=C(C=NC=C1)CC)C(=O)N1CC=2N(N=CC2C1)C)F)[C@H]1CN(CCC1)C(=O)OC(C)(C)C (R)-tert-butyl 3-(1-(cyclopropylmethyl)-7-(3-ethylpyridin-4-yl)-3-fluoro-5-(1-methyl-1,4,5,6-tetrahydropyrrolo[3,4-c]pyrazole-5-carbonyl)-1H-indol-2-yl)piperidine-1-carboxylate